6-amino-5-(2-fluoro-5-nitrophenyl)-N-methylpyridine-carboxamide NC1=C(C=CC(=N1)C(=O)NC)C1=C(C=CC(=C1)[N+](=O)[O-])F